tert-Butyl (S)-4-(6-chloro-7-(2-fluorophenyl)-1-(2-isopropyl-4-methylpyridin-3-yl)-2-oxo-1,2-dihydropteridin-4-yl)-3-methylpiperazine-1-carboxylate ClC=1N=C2C(=NC(N(C2=NC1C1=C(C=CC=C1)F)C=1C(=NC=CC1C)C(C)C)=O)N1[C@H](CN(CC1)C(=O)OC(C)(C)C)C